C(C=C)OC1=C(C=CC(=C1F)F)C(O)C=1SC(=CC1)C (2-(allyloxy)-3,4-difluorophenyl)(5-methylthiophene-2-yl)methanol